OC(C)N(CCO)C 2-[(1-hydroxyethyl)(methyl)amino]ethan-1-ol